C(C=C)(=O)N1C[C@H](CCC1)C1=C2C(=C(NC2=C(C(=C1F)F)C(=O)N)C)F (R)-4-(1-acryloylpiperidin-3-yl)-3,5,6-trifluoro-2-methyl-1H-indole-7-carboxamide